(S,Z)-5-(dimethylamino)-3-((3-(2-(2-(4-(dimethylamino)-2-fluoro-N-methylbut-2-enamido)propanamido)ethyl)phenyl)amino)-6-ethylpyrazine-2-carboxamide CN(C=1N=C(C(=NC1CC)C(=O)N)NC1=CC(=CC=C1)CCNC([C@H](C)N(C(/C(=C/CN(C)C)/F)=O)C)=O)C